N[C@H](C(=O)N[C@@H](C)C(NC1=CC(=C(C=C1)CO)C)=O)C(C)C (2S)-2-amino-N-[(1S)-1-{[4-(hydroxymethyl)-3-methylphenyl]carbamoyl}ethyl]-3-methylbutanamide